ClC=1C=CC(=C(C1)C=1C=C(C=2OCCNC2N1)NC1=C2C(=NC=C1)NC(=C2)C(=O)NCCN(C)C)F 4-{[6-(5-chloro-2-fluorophenyl)-2H,3H,4H-pyrido[3,2-b][1,4]-oxazin-8-yl]amino}-N-[2-(dimethylamino)ethyl]-1H-pyrrolo[2,3-b]pyridine-2-carboxamide